ClC=1N(N=C2C=CC(=C(C12)Cl)C1=NNC2=NC(=CN=C21)N2C[C@@H]1[C@]([C@@H]1CC2)(C=2SC=C(N2)C)CN)C ((1S,6R,7S)-3-(3-(3,4-dichloro-2-methyl-2H-indazol-5-yl)-1H-pyrazolo[3,4-b]pyrazin-6-yl)-7-(4-methylthiazol-2-yl)-3-azabicyclo[4.1.0]heptan-7-yl)methanamine